FS(C=1C=C(CNC(=O)[C@@H]2[C@H]3CC[C@@H](C2)C3)C=CC1)(F)(F)(F)F (1s,2s,4r)-N-(3-(pentafluoro-λ6-sulfanyl)benzyl)bicyclo[2.2.1]heptane-2-carboxamide